NC1=NC=CC=2N1C(=NC2)C2=CC=C(CNC(C1=C(C=CC(=C1)F)OC)=O)C=C2 N-(4-(5-Aminoimidazo[1,5-c]pyrimidin-3-yl)benzyl)-5-fluoro-2-methoxybenzamide